NC=1C2=C(N=CN1)N(C=C2C=2C=NC1=CC=CC=C1C2)[C@H]2CN(CC2)C(C=C)=O (R)-1-(3-(4-amino-5-(quinolin-3-yl)-7H-pyrrolo[2,3-d]pyrimidin-7-yl)pyrrolidin-1-yl)prop-2-en-1-one